FC=1C=C(C=C(C1)C)N1N=CC(=C1)C(C(=O)N)C 2-(1-(3-fluoro-5-methyl-phenyl)-1H-pyrazol-4-yl)propanamide